1'-(tert-Butyloxycarbonyl)-5-fluoro-2H-spiro[benzofuran-3,4'-piperidine]-6-carboxylic acid C(C)(C)(C)OC(=O)N1CCC2(CC1)COC1=C2C=C(C(=C1)C(=O)O)F